5-(2-amino-6-fluoropyridin-3-yl)-3,3-dimethylisoindolin NC1=NC(=CC=C1C=1C=C2C(NCC2=CC1)(C)C)F